4-(5-(3,5-dimethylisoxazol-4-yl)-1-(4-hydroxypyridin-3-yl)-1H-pyrrolo[2,3-b]pyridin-3-yl)-3-(trifluoromethoxy)benzoic acid CC1=NOC(=C1C=1C=C2C(=NC1)N(C=C2C2=C(C=C(C(=O)O)C=C2)OC(F)(F)F)C=2C=NC=CC2O)C